1-tert-butyl 5-ethyl 2-[(4aS,5aR)-5,5-difluoro-5a-methyl-1H,4H,4aH,6H-cyclopropa[f]indazol-3-yl]indole-1,5-dicarboxylate FC1([C@H]2CC=3C(=NNC3C[C@]21C)C=2N(C1=CC=C(C=C1C2)C(=O)OCC)C(=O)OC(C)(C)C)F